NN1C(=NN=C(C1=O)C(C)(C)C)SC 4-amino-6-tert-butyl-3-(methylthio)-1,2,4-triazin-5(4H)-one